5-trifluoromethyl-1H-1,2,3-triazole FC(C1=CN=NN1)(F)F